C(C=C)(=O)N1CC2=CC=CC(=C2CC1)C1=C2C(=C(NC2=C(C=C1F)C(=O)N)C)F 4-(2-acryloyl-1,2,3,4-tetrahydroisoquinolin-5-yl)-3,5-difluoro-2-methyl-1H-indole-7-carboxamide